(R)-3'-(2-(6-((5-acrylamido-2-methoxy-4-(4-methylpiperazin-1-yl)phenyl)amino)pyrimidine-4-yl)isoxazolidin-3-yl)-[1,1'-biphenyl]-3-carboxamide C(C=C)(=O)NC=1C(=CC(=C(C1)NC1=CC(=NC=N1)N1OCC[C@@H]1C=1C=C(C=CC1)C1=CC(=CC=C1)C(=O)N)OC)N1CCN(CC1)C